5-(3-(methylsulfonyl)phenyl)isoindoline-2-carboxylic acid tert-butyl ester C(C)(C)(C)OC(=O)N1CC2=CC=C(C=C2C1)C1=CC(=CC=C1)S(=O)(=O)C